CC=1OC2=C(C1C(=O)NC=1C=NN(C1)C)C=C(C=C2)OCC2=C(N=CS2)C 2-methyl-N-(1-methyl-1H-pyrazol-4-yl)-5-((4-methylthiazol-5-yl)methoxy)benzofuran-3-carboxamide